2-[5-(difluoromethyl)-3-methylpyridine-2-carbonyl]-8,8-dimethyl-7-oxo-2-azaspiro[3.5]non-5-ene-6-carbonitrile FC(C=1C=C(C(=NC1)C(=O)N1CC2(C1)C=C(C(C(C2)(C)C)=O)C#N)C)F